3-(4-vinylphenyl)-1H-indene C(=C)C1=CC=C(C=C1)C1=CCC2=CC=CC=C12